[3-{[(dimethylamino)methylidene]Sulfamoyl}-4-(5-fluoropyridin-3-yl)phenyl]-2-(2-fluorophenyl)acetamide CN(C)C=NS(=O)(=O)C=1C=C(C=CC1C=1C=NC=C(C1)F)C(C(=O)N)C1=C(C=CC=C1)F